β-(3,4-epoxycyclohexyl)ethylethyldiisopropoxysilane C1(CC2C(CC1)O2)CC[Si](OC(C)C)(OC(C)C)CC